tert-butyl (3S,5R)-4-(2-ethoxy-2-oxo-ethyl)-3,5-dimethyl-piperazine-1-carboxylate C(C)OC(CN1[C@H](CN(C[C@H]1C)C(=O)OC(C)(C)C)C)=O